Cl.Cl.CN1CCN(CCC1)CCOC1=CC=C2C(=CC(OC2=C1C(=O)N1CCCC2=CC=CC=C12)=O)CCC 7-(2-(4-methyl-1,4-diazepan-1-yl)ethoxy)-4-propyl-8-(1,2,3,4-tetrahydroquinoline-1-carbonyl)-2H-chromen-2-one dihydrochloride